tert-butyl ((3S,6S,7aS,8aR,9aR)-3-(3-((R)-2-methylmorpholine-4-carbonyl)azetidine-1-carbonyl)-5-oxodecahydro-1H-cyclopropa[d]pyrrolo[1,2-a]azocin-6-yl)carbamate C[C@@H]1CN(CCO1)C(=O)C1CN(C1)C(=O)[C@@H]1CC[C@H]2N1C([C@H](C[C@H]1[C@@H](C2)C1)NC(OC(C)(C)C)=O)=O